CC1=NC(=NC(=C1)C)C=1C=CC=2C(N(C3=CC=CC1C23)CC2=CC=C(C=C2)OC)=O 5-(4,6-dimethylpyrimidin-2-yl)-1-[(4-methoxyphenyl)methyl]benzo[cd]indol-2-one